[Br-].[Br-].C(C)[SiH](CC)[Zr+2](C1C(=CC2=CC=CC=C12)CC)C1C(=CC2=CC=CC=C12)CC diethylsilyl-bis(ethylindenyl)zirconium dibromide